4-Acetamido-2-methyl-5-((1-methylazetidin-2-yl)methoxy)-N-(1-(7-vinylquinolin-5-yl)cyclopropyl)benzamide C(C)(=O)NC1=CC(=C(C(=O)NC2(CC2)C2=C3C=CC=NC3=CC(=C2)C=C)C=C1OCC1N(CC1)C)C